2-Amino-N-[4-fluoro-2-methyl-5-[[5-(trifluoromethyl)pyridin-3-yl]carbamoyl]phenyl]-1,3-thiazole-5-carboxamide NC=1SC(=CN1)C(=O)NC1=C(C=C(C(=C1)C(NC=1C=NC=C(C1)C(F)(F)F)=O)F)C